tert-butyl 6-(2,6-dioxopiperidin-3-yl)-7-oxo-6,7-dihydro-2H,5H-spiro[furo[2,3-f]isoindole-3,4'-piperidine]-1'-carboxylate O=C1NC(CCC1N1CC=2C=C3C(=CC2C1=O)OCC31CCN(CC1)C(=O)OC(C)(C)C)=O